CC=1N=C(NC(C1C)=O)N1N=C(C=C1C1=C(C(=O)N)C=CC(=C1)CC)C (1-(4,5-dimethyl-6-oxo-1,6-dihydropyrimidin-2-yl)-3-methyl-1H-pyrazol-5-yl)-4-ethylbenzamide